FC(F)(F)OC(C)=O.COC(N)=O carbamic acid methyl ester trifluoromethyl-acetate